FC(C(=O)[O-])(F)F.FC(C(=O)[O-])(F)F.C(C)N1C(=NC(C=C1C)=CC=1SC2=C([N+]1C)C=CC(=C2)C(NCCC[N+](C)(C)C)=O)C 2-((1-ethyl-2,6-dimethylpyrimidin-4(1H)-ylidene)methyl)-3-methyl-6-((3-(trimethylammonio)propyl)carbamoyl)benzo[d]thiazol-3-ium ditrifluoroacetate